(R)-1-((2-((2-chloro-3-(3-chloro-2-(3-methoxy-4-((((5-oxopyrrolidin-2-yl)methyl)amino)methyl)phenyl)pyridin-4-yl)phenyl)amino)-3-fluoropyridin-4-yl)methyl)piperidine-4-carboxylic acid ClC1=C(C=CC=C1C1=C(C(=NC=C1)C1=CC(=C(C=C1)CNC[C@@H]1NC(CC1)=O)OC)Cl)NC1=NC=CC(=C1F)CN1CCC(CC1)C(=O)O